NC1=NC(=C(C=C1C=1C=C2CCNC(C2=CC1)=O)C1=CC=C(C=C1)C1CCN(CC1)CCO)F 6-(2-amino-6-fluoro-5-(4-(1-(2-hydroxyethyl)piperidin-4-yl)phenyl)pyridin-3-yl)-3,4-dihydroisoquinolin-1(2H)-one